COC1=CC=C(C(N2C(=NC=C2)C=O)[N+](=O)[O-])C=C1OC 1-(4,5-dimethoxynitrobenzyl)imidazole-2-carboxaldehyde